N1=C(C=CC=C1)C=1N=C(C2=C(N1)CCC2)NCC2=NC=CC=C2 2-(pyridin-2-yl)-N-(pyridin-2-ylmethyl)-5H,6H,7H-cyclopenta[d]pyrimidin-4-amine